FC(C=1C(=C(C=CC1)[C@@H](C)NC1=C(C(=NC(=N1)OC)C(C(=O)NC=1C=NN(C1)C)C)C1OCCO1)F)F 2-(6-(((R)-1-(3-(difluoromethyl)-2-fluorophenyl)ethyl)amino)-5-(1,3-dioxolan-2-yl)-2-methoxypyrimidin-4-yl)-N-(1-methyl-1H-pyrazol-4-yl)propionamide